6-[1-[1-[(3S)-1-Cyanopyrrolidin-3-yl]-4-piperidyl]-5-methyl-pyrazol-4-yl]-4-methoxy-pyrazolo[1,5-a]pyridine-3-carbonitrile C(#N)N1C[C@H](CC1)N1CCC(CC1)N1N=CC(=C1C)C=1C=C(C=2N(C1)N=CC2C#N)OC